(3aR,6aS)-5-[[6-(2,4-dimethylpyrazol-3-yl)pyridazin-3-yl]oxy-methyl]-2-[(2-fluorophenyl)methyl]-3,3a,4,5,6,6a-hexahydro-1H-cyclopenta[c]pyrrole CN1N=CC(=C1C1=CC=C(N=N1)OCC1C[C@@H]2[C@@H](CN(C2)CC2=C(C=CC=C2)F)C1)C